1-benzyl-3-(1-hydroxyethyl)-2,5-piperazinedione C(C1=CC=CC=C1)N1C(C(NC(C1)=O)C(C)O)=O